N1,N3-bis(2,3-dihydroxypropyl)-5-(2-hydroxyacetylamino)-2,4,6-triiodoisophthalamide OC(CNC(C1=C(C(C(=O)NCC(CO)O)=C(C(=C1I)NC(CO)=O)I)I)=O)CO